FP1OC2=C(C(C3=C(O1)C(=CC(=C3)C(C)(C)C)C(C)(C)C)C)C=C(C=C2C(C)(C)C)C(C)(C)C 6-Fluoro-2,4,8,10-tetra-tert-butyl-12-methyldibenz[d,g]-1,3,2-dioxaphosphocin